2-bromo-9-(phenyl-d5)-9H-carbazole BrC1=CC=2N(C3=CC=CC=C3C2C=C1)C1=C(C(=C(C(=C1[2H])[2H])[2H])[2H])[2H]